COC=1C=C2C(=NC=NC2=CC1OC)C1CCN(CC1)CCP(O)(O)=O (2-(4-(6,7-Dimethoxyquinazolin-4-yl)piperidin-1-yl)ethyl)phosphonic Acid